C(C)(C)(C)OOC1=C(C(=C(C=C1)C(C)C)C(C)C)OOC(C)(C)C di(tert-butyl-peroxy)diisopropylbenzene